carbon dodecyl-carbon C(CCCCCCCCCCC)[C].[C]